P(=O)(OCC(CCl)Cl)(OCC(CCl)Cl)OCCCCCCCC bis(2,3-dichloropropyl) octyl phosphate